OC(CN(CCCOCCOCCOCCCNCC(CCCCCCCCCCCC)O)CC(CCCCCCCCCCCC)O)CCCCCCCCCCCC 29-(2-hydroxytetradecyl)-19,22,25-trioxa-15,29-diazatritetracontane-13,31-diol